N6-methyl-5-oxohexandiamid CNC(C(CCCC(=O)N)=O)=O